C(#C)C1=CN=C(S1)C 5-ethynyl-2-methylthiazole